5-(1-(5-(4-Fluoro-2-hydroxy-phenyl)-furan-2-yl)-meth-(Z)-ylidene)-thiazolidine-2,4-dione FC1=CC(=C(C=C1)C1=CC=C(O1)\C=C/1\C(NC(S1)=O)=O)O